NCC#CC1=CC=C(O1)CNC(CCCNC(C[C@H]1C=2N(C3=C(C(=N1)C1=CC=C(C=C1)Cl)C(=C(S3)C)C)C(=NN2)C)=O)=O (S)-N-((5-(3-aminoprop-1-yn-1-yl)furan-2-yl)methyl)-4-(2-(4-(4-chlorophenyl)-2,3,9-trimethyl-6H-thieno[3,2-f][1,2,4]triazolo[4,3-a][1,4]diazepin-6-yl)acetamido)butanamide